NC=1C(=NON1)C1=CN=NO1 5-(4-aminofurazanyl)-oxadiazole